BrC1=CC=C(OCC2(CN(CC2)C(C2=CC=C(C=C2)OC)=O)C=O)C=C1 3-(4-bromophenoxymethyl)-1-(4-methoxybenzoyl)pyrrolidine-3-carbaldehyde